C=1NC=C2C3=CC=C(C12)O3 4,7-epoxyisoindole